5-(2,2-dimethyl-4H-1,3-benzodioxin-6-yl)-1,3-oxazolidine CC1(OCC2=C(O1)C=CC(=C2)C2CNCO2)C